ClC1=C(C(=C(N)C=C1)C)I 4-Chloro-3-iodo-2-methylaniline